7-(5-(8-cyano-6-fluoro-4-methyl-3,4-dihydrospiro[benzo[b][1,4]oxazine-2,1'-cyclopropan]-7-yl)-1-methyl-1H-pyrazol-4-yl)-4-oxo-3,4-dihydrophthalazine C(#N)C1=C(C(=CC2=C1OC1(CC1)CN2C)F)C2=C(C=NN2C)C2=CC=C1C(NN=CC1=C2)=O